tricyclo[3.3.1.0(3,7)]nonane-3,7-diamine C12CC3(CC(CC3(C1)N)C2)N